C1(CC1)OC1=C(C(NC(N1)=O)=O)C1=CC=CC=C1 Cyclopropanoxyphenyluracil